(2-bromo-benzo[d]thiazol-6-yl)methanol tert-Butyl-(2S)-4-((3-methyloxetan-3-yl)amino)-2-phenylpiperidine-1-carboxylate C(C)(C)(C)[C@]1(N(CCC(C1)NC1(COC1)C)C(=O)OCC1=CC2=C(N=C(S2)Br)C=C1)C1=CC=CC=C1